C1(=CC=CC=C1)C1=C(C(=C(C2=C1SC1=C2C=CC=C1)C1=NN=NC(=C1C1=C(C=CC=C1)C1=CC=CC=C1)C1=CC=CC=C1)C1=C(C=CC=C1)C1=CC=CC=C1)C1=C(C=CC=C1)C1=CC=CC=C1 (phenyl)(biphenylyl)(biphenylyl)[(phenyl)(biphenylyl)triazinyl]dibenzothiophene